2-mercapto-ethyl-carbonyl-amino-acetic acid hydrazide sodium salt [Na].SCCC(=O)C(C(=O)NN)N